tert-butyl 5-(4-amino-1-(oxetan-3-yl)-1H-pyrazol-5-yl)-2,5-diazabicyclo[4.1.0]heptane-2-carboxylate NC=1C=NN(C1N1CCN(C2CC12)C(=O)OC(C)(C)C)C1COC1